C(C)[C@H]1OC2=C([C@H](N(C1)CC1=CC(=CC=3C=CSC31)[C@H](CC(=O)OCC)C3=C(C1=C(N(N=N1)C)C=C3)C)CC)N=CC=C2 |o1:6| Ethyl (3S)-3-(7-{[(2R,5R*)-2,5-diethyl-2,3-dihydropyrido[2,3-f][1,4]oxazepin-4(5H)-yl]methyl}-1-benzothiophen-5-yl)-3-(1,4-dimethyl-1H-benzotriazol-5-yl)propanoate